(3S)-3-amino-4-[4-[4-[[3-[4-(difluoromethoxy)phenyl]imidazo[1,2-a]pyrazin-8-yl]amino]-2-methylbenzoyl]piperazin-1-yl]-4-oxobutanoic acid N[C@@H](CC(=O)O)C(=O)N1CCN(CC1)C(C1=C(C=C(C=C1)NC=1C=2N(C=CN1)C(=CN2)C2=CC=C(C=C2)OC(F)F)C)=O